N-(5-(6-(2,6-dichloro-3,5-dimethoxyphenyl)-8-methoxypyrido[3,4-d]pyrimidin-2-yl)-1-(2-methoxyethyl)-1H-pyrazol-4-yl)acrylamide ClC1=C(C(=C(C=C1OC)OC)Cl)C1=CC2=C(N=C(N=C2)C2=C(C=NN2CCOC)NC(C=C)=O)C(=N1)OC